CC1(CCC(CC1)=C)C(=O)OCC ethyl 1-methyl-4-methylenecyclohexane-1-carboxylate